tert-butyl 1-[2-[2-(2,6-dioxo-3-piperidyl)-1-oxo-isoindolin-4-yl]oxyacetyl]piperidine-4-carboxylate O=C1NC(CCC1N1C(C2=CC=CC(=C2C1)OCC(=O)N1CCC(CC1)C(=O)OC(C)(C)C)=O)=O